(cyclopropylamino)benzo[h]isoquinoline C1(CC1)NC1=NC=CC2=CC=C3C(=C12)C=CC=C3